yttrium 3,5-di-tert-butylsalicylate C(C)(C)(C)C1=C(C(C(=O)[O-])=CC(=C1)C(C)(C)C)O.[Y+3].C(C)(C)(C)C1=C(C(C(=O)[O-])=CC(=C1)C(C)(C)C)O.C(C)(C)(C)C1=C(C(C(=O)[O-])=CC(=C1)C(C)(C)C)O